CS(=O)(=O)CC=1C=C(C=CC1)NC=1N=CC2=C(N1)CN(CC2)C(=O)OC(C)(C)C tert-butyl 2-((3-((methylsulfonyl)methyl) phenyl) amino)-5,8-dihydropyrido[3,4-d]pyrimidine-7(6H)-carboxylate